3-(8-bromo-6-methyl-4-oxobenzo[d][1,2,3]triazin-3(4H)-yl)piperidin-2,6-dione BrC1=CC(=CC2=C1N=NN(C2=O)C2C(NC(CC2)=O)=O)C